CCCCCCCCCCCCCCCCCC(=O)OC[C@H](COP(=O)(O)OC[C@@H](C(=O)O)N)OC(=O)CCCCCC/C=C\C/C=C\C/C=C\CCCCC 1-octadecanoyl-2-(8Z,11Z,14Z-eicosatrienoyl)-glycero-3-phosphoserine